6-(1-((1-(4-(2,4-dioxotetrahydropyrimidin-1(2H)-yl)phenyl)piperidin-4-yl)methyl)piperidin-4-yl)-2-(4-phenoxyphenyl)-9,10-dihydro-4H-benzo[d]pyrazolo[1,5-a][1,3]diazepine-3-carboxamide O=C1N(CCC(N1)=O)C1=CC=C(C=C1)N1CCC(CC1)CN1CCC(CC1)C=1C=CC2=C(NC=3N(CC2)N=C(C3C(=O)N)C3=CC=C(C=C3)OC3=CC=CC=C3)C1